2,6-dimethyl-4-(3-methoxycarbonyl-1-azulenyl)-3-methoxycarbonyl-5-tert-butoxycarbonyl-1,4-dihydropyridine CC=1NC(=C(C(C1C(=O)OC)C1=CC(=C2C=CC=CC=C12)C(=O)OC)C(=O)OC(C)(C)C)C